ClC=1C(=C(C=CC1)C=1CCCC2=C(C1C1=CC=C(C=C1)CC1CN(C1)CCCF)C=CC(=C2)C(=O)O)OC 8-(3-chloro-2-methoxyphenyl)-9-(4-((1-(3-fluoropropyl)azetidin-3-yl)methyl)phenyl)-6,7-dihydro-5H-benzo[7]annulene-3-carboxylic acid